NC1=NC=2C=NC(=CC2C2=C1C=NN2C)C(=O)N(CC2=CC=C(C=C2)C(C(F)(F)F)(F)F)C 4-amino-N,1-dimethyl-N-(4-(pentafluoroethyl)benzyl)-1H-pyrazolo[4,3-c][1,7]naphthyridine-8-carboxamide